FC(CC=1C=C2C(=NC=NC2=CC1)NC1CCN(CC1)CC=1C=C(C=CC1)NS(=O)(=O)CC)(F)F N-(3-((4-((6-(2,2,2-trifluoroethyl)quinazolin-4-yl)amino)piperidin-1-yl)methyl)phenyl)ethanesulfonamide